ClC1=C(C=CC=C1Cl)C1C(=C(NC(=C1C(=O)OC)C)C)C(=O)OCOC(CCC)=O butyroxymethyl methyl 4-(2',3'-dichlorophenyl)-1,4-dihydro-2,6-dimethyl-3,5-pyridinedicarboxylate